r-(methylene-di-4,1-phenylene)bis[2-hydroxy-2-methyl-1-propanone] C(C1=CC=C(C=C1)C(C(C)(C)O)=O)C1=CC=C(C=C1)C(C(C)(O)C)=O